[2-chloro-3-(1,6-diazaspiro[3.3]heptan-6-yl)-5-fluoro-phenyl]-[(7S)-3-(3,5-difluorophenyl)-2,7-dimethyl-5,7-dihydro-4H-pyrazolo[3,4-c]pyridin-6-yl]methanone ClC1=C(C=C(C=C1N1CC2(CCN2)C1)F)C(=O)N1[C@H](C=2C(CC1)=C(N(N2)C)C2=CC(=CC(=C2)F)F)C